OCC(C=C)=O 1-hydroxybut-3-en-2-one